cyclopropyl-(1H-imidazol-4-yl)methanone 2-Amino-4-(butylamino)-6-((2-methoxy-6-(pyrrolidin-1-ylmethyl)pyridin-3-yl)methyl)pyrimidineglycidyl-methacrylate NC1(NC(=CC(=N1)NCCCC)CC=1C(=NC(=CC1)CN1CCCC1)OC)C1C(COC(C(=C)C)=O)O1.C1(CC1)C(=O)C=1N=CNC1